8-(1-(tetrahydrofuran-2-yloxy)ethoxycarbonyl)-tetracyclo[4.4.0.12,5.17,10]-3-dodecene O1C(CCC1)OC(C)OC(=O)C1C2C3C4C=CC(C3C(C1)C2)C4